CC1N(C(CC1C1=CC=CC=C1)C)C1=NC(=CC=C1C(=O)NS(=O)(=O)C1=CC=NN1)C1=CC(=CC(=C1)OCC(C)C)F 2-(2,5-Dimethyl-3-phenylpyrrolidin-1-yl)-6-(3-fluoro-5-isobutoxyphenyl)-N-(1H-pyrazol-5-ylsulfonyl)pyridin-3-carboxamid